N-(3-chloro-5-(methylsulfonamido)phenyl)-1-((1s,4s)-4-hydroxycyclohexyl)-1H-pyrazole-4-carboxamide ClC=1C=C(C=C(C1)NS(=O)(=O)C)NC(=O)C=1C=NN(C1)C1CCC(CC1)O